CO[C@@H]1CN2CCC(C2(C1)CO)=C ((6S)-6-methoxy-1-methylenetetrahydro-1H-pyrrolizin-7a(5H)-yl)methanol